n-butylmethylsilanol C(CCC)[SiH](O)C